lithium 3,5-dimethyl-2-(methoxymethoxy)benzene CC=1C(=CC=C(C1)C)OCOC.[Li]